N1CC(CCC1)CNC(C1=CC=C(C=C1)C=1C=C2C=CN(C2=CC1)C(CC)=O)=O N-(piperidin-3-ylmethyl)-4-(1-propionyl-indol-5-yl)benzamide